FCC(CN(CCC(C(=O)O)NC(CC(C)C)=O)CCCCC1=NC=2NCCCC2C=C1)OC 4-[[3-fluoro-2-methoxy-propyl]-[4-(5,6,7,8-tetrahydro-1,8-naphthyridin-2-yl)butyl]amino]-2-(3-methylbutanoylamino)butanoic acid